COC([C@H](CC1=CC=C(C=C1)N1C(N(C2=C1C=CC(=C2)Cl)C2CC2)=O)N)=O (S)-2-amino-3-(4-(5-chloro-3-cyclopropyl-2-oxo-2,3-dihydro-1H-benzo[d]imidazol-1-yl)phenyl)propionic acid methyl ester